(4-amino-2-isopropyl-pyridin-4-yl)ethan-1-one NC1(CC(=NC=C1)C(C)C)C(C)=O